(2-methoxy-3-{[tris(prop-2-yl)silyl]oxy}propyl)-2-(methylamino)-1,3-thiazole-4-carboxylic acid ethyl ester C(C)OC(=O)C=1N=C(SC1CC(CO[Si](C(C)C)(C(C)C)C(C)C)OC)NC